COC1=CC=C(C=N1)C=1C=CC=2N(C1)N=CC2C(=O)N2CC1(C2)CC(C1)N(C(=O)NC=1C=NC=C(C1)C(F)(F)F)C 1-(2-(6-(6-methoxypyridin-3-yl)pyrazolo[1,5-a]pyridine-3-carbonyl)-2-azaspiro[3.3]heptan-6-yl)-1-methyl-3-(5-(trifluoromethyl)pyridin-3-yl)urea